(4-((cyclopropylmethyl)amino)-2-(methylthio)pyrimidin-5-yl)methanol C1(CC1)CNC1=NC(=NC=C1CO)SC